(4-chlorophenyl)-4-pentanone ClC1=CC=C(C=C1)CCCC(C)=O